(rac)-2-((4-(aminomethyl)-5-(tert-butoxycarbonyl)-1-(4-isopropylphenyl)-4,5,6,7-tetrahydro-1H-pyrazolo[4,3-c]pyridine-3-yl)oxy)-2-fluoroacetic acid NCC1N(CCC2=C1C(=NN2C2=CC=C(C=C2)C(C)C)OC(C(=O)O)F)C(=O)OC(C)(C)C